C1=CC2=C(C=C1Br)C3=C(C2=O)C=CC(=C3)Br 3,6-dibromofluorenone